OC12C[C@H]3C([C@H](CC(C1)C3)C2)N2C3=NC(=NC=C3N(C2=O)C)NC=2C(=CC=3N(C2)N=CN3)C 9-((1R,2r,3S,5s,7s)-5-hydroxyadamantan-2-yl)-7-methyl-2-((7-methyl-[1,2,4]triazolo[1,5-a]pyridin-6-yl)amino)-7,9-dihydro-8H-purin-8-one